C(C)C1=CNC2=NC=C(C=C21)C=2C=C1N(N2)CCC12CNC2 2'-(3-ethyl-1H-pyrrolo[2,3-b]pyridin-5-yl)-5',6'-dihydrospiro[azetidine-3,4'-pyrrolo[1,2-b]pyrazole]